S1C=C(C=C1)C(=O)NC=1[Se]C(=CN1)C(=O)NC1=C(C=CC=C1C)Cl 2-(thiophene-3-carboxamido)-N-(2-chloro-6-methylphenyl)-1,3-selenazol-5-carboxamide